D,L-homocysteine N[C@@H](CCS)C(=O)O |r|